C(C)NC(=O)N1C[C@@H]2CN([C@H](C1)C(C2)(C)C)C2=CC=C(C=C2)O (1s,5s)-N-ethyl-6-(4-hydroxyphenyl)-9,9-dimethyl-3,6-diazabicyclo[3.2.2]nonane-3-carboxamide